CN1N=C(C(=C1C)O)C1=CC(=CC=C1)S(=O)(=O)C(C)C 1,5-Dimethyl-3-(3-(isopropylsulfonyl)phenyl)-pyrazol-4-ol